(4-methoxyphenyl)methyl (2S,3S)-3-(4-chlorophenyl)-2-methyl-3-[(2-methylpropane-2(R)-sulfinyl)amino]propanoate ClC1=CC=C(C=C1)[C@H]([C@@H](C(=O)OCC1=CC=C(C=C1)OC)C)NS(=O)C(C)(C)C